(S)-4-(1-acetylpiperidine-4-carbonyl)-3-phenyl-2,3,4,5-tetrahydrobenzo[f][1,4]oxazepine-8-carboxylic acid methyl ester COC(=O)C1=CC2=C(CN([C@H](CO2)C2=CC=CC=C2)C(=O)C2CCN(CC2)C(C)=O)C=C1